NC1=CC(=CC(=N1)C=1C=C(C#N)C=CC1)C=1N=NN(C1)CC1=NC(=CC=C1)COC m-[6-amino-4-(1-{[6-(methoxymethyl)-2-pyridinyl]methyl}-1H-1,2,3-triazol-4-yl)-2-pyridinyl]benzonitrile